(7R,14R)-1-(difluoromethoxy)-11-(4-((dimethylphosphoryl)methyl)-3,5-difluorophenyl)-6,7-dihydro-7,14-methanobenzo[f]benzo[4,5]imidazo[1,2-a][1,4]diazocin-5(14H)-one FC(OC1=CC=CC=2C(N[C@H]3C=4N([C@@H](C21)C3)C3=C(N4)C=CC(=C3)C3=CC(=C(C(=C3)F)CP(=O)(C)C)F)=O)F